CN(CCC(=O)OCCSSCCOC(N(CCOC(C(CCCCCCCC)CCCCCC)=O)CCOC(C(CCCCCCCC)CCCCCC)=O)=O)C 1-(14-Hexyl-9-(2-((2-hexyldecanoyl)oxy)ethyl)-8,13-dioxo-7,12-dioxa-3,4-dithia-9-azadocosyl) 3-(dimethylaminyl)propanoate